COC1=C(C2=CC=CC=C2C(=C1)OC)C=O 2,4-Dimethoxy-1-naphthaldehyd